6-(2,2-dimethyl-1,3-dioxolan-4-yl)-3,8,10-trifluoro-6H,11H-chromeno[4,3-b]indole CC1(OCC(O1)C1OC2=CC(=CC=C2C=2NC3=C(C=C(C=C3C21)F)F)F)C